4,5-dihydropyrrolo[1,2-a]quinoxaline C1=CC=C2N1C1=CC=CC=C1NC2